BrC=1C=C2C(=NN(C(C2=CC1)=O)CC(=O)NC1=NC=CC(=N1)C(F)(F)F)C(C)C 2-(6-bromo-1-oxo-4-prop-2-ylphthalazin-2-yl)-N-[4-(trifluoromethyl)pyrimidin-2-yl]Acetamide